BrC=1C=C2C(=NC1)C1=C(N2[C@@H](C2CCOCC2)C2=NC=CC=C2F)C(=NN1C)C(=O)OC methyl (S)-6-bromo-4-((3-fluoropyridin-2-yl) (tetrahydro-2H-pyran-4-yl) methyl)-1-methyl-1,4-dihydropyrazolo[3',4':4,5]pyrrolo[3,2-b]pyridine-3-carboxylate